COC=1C=C(C=C(C1OC)OC)N1C=NC(=C1)NC=1N=C(C2=C(N1)C=CO2)N2[C@@H](CCC2)C(=O)N (S)-1-(2-((1-(3,4,5-trimethoxyphenyl)-1H-imidazol-4-yl)amino)furo[3,2-d]pyrimidin-4-yl)pyrrolidine-2-carboxamide